OC1=CC(CC(C1)C1=CC(=CC=C1)OC)=O 5-hydroxy-3'-methoxy-1,6-dihydro-[1,1'-biphenyl]-3(2H)-one